ClC=1C(=NC2=C(C(=NC(=C2C1)N1CCN(CC1)C(C=C)=O)COC)C(=O)O)C1=C(C=CC=C1)F 3-chloro-2-(2-fluorophenyl)-7-(methoxymethyl)-5-(4-(2-propenoyl)-1-piperazinyl)-1,6-naphthyridine-8-carboxylic acid